6-amino-1,3-dihydroindol-2-one NC1=CC=C2CC(NC2=C1)=O